Trans-3-(4-(4-amino-3-(4-phenoxyphenyl)-1H-pyrazolo[3,4-d]pyrimidin-1-yl)-3-fluoropiperidin-1-yl)azetidine-1-carboxylic acid tert-butyl ester C(C)(C)(C)OC(=O)N1CC(C1)N1C[C@H]([C@@H](CC1)N1N=C(C=2C1=NC=NC2N)C2=CC=C(C=C2)OC2=CC=CC=C2)F